2-(2,6-dioxopiperidin-3-yl)-6-methyl-1-oxoisoindoline-4-carboxamide O=C1NC(CCC1N1C(C=2C=C(C=C(C2C1)C(=O)N)C)=O)=O